CC(=CCC(=O)O)CCC1=C(CCCC1(C)C)C 4-methyl-6-(2,6,6-trimethylcyclohex-1-en-1-yl)hex-3-enoic acid